5-hydroxy-1,3-dimethylpyrazole-4-yl-(2-methylsulfonyl-4-trifluoromethylphenyl)methanone OC1=C(C(=NN1C)C)C(=O)C1=C(C=C(C=C1)C(F)(F)F)S(=O)(=O)C